(2,4,6-trifluorobenzyl)-1,4,5,6,7,11-hexahydro-3H-2,7-methanopyrido[1,2-a][1,4]diazonine-10-carboxamide FC1=C(CC2C=3N(C4CCCCN2C4)C=C(CC3)C(=O)N)C(=CC(=C1)F)F